2-(2'-hydroxy-3'-tert-butyl-5'-methylphenyl)benzotriazole tert-butyl-4-[3-(2,4-dioxohexahydropyrimidin-1-yl)imidazo[1,2-a]pyridin-8-yl]-1,4-diazepane-1-carboxylate C(C)(C)(C)OC(=O)N1CCN(CCC1)C=1C=2N(C=CC1)C(=CN2)N2C(NC(CC2)=O)=O.OC2=C(C=C(C=C2C(C)(C)C)C)N2N=C1C(=N2)C=CC=C1